C(C)(C)(C)C=1C=C(C=C(C1O)C(C)(C)C)CCC(=O)OCCSCCOC(CCC1=CC(=C(C(=C1)C(C)(C)C)O)C(C)(C)C)=O thiodiethyl bis[3-(3,5-di-tert-butyl-4-hydroxyphenyl)propionate]